2-(2-hydroxyphenyl)-benzoxazol OC1=C(C=CC=C1)C=1OC2=C(N1)C=CC=C2